N-(3-(5-methoxy-2-methylbenzo[b]thiophen-6-yl)-1H-pyrazol-4-yl)pyrazolo[1,5-a]pyrimidine-3-carboxamide COC1=CC2=C(SC(=C2)C)C=C1C1=NNC=C1NC(=O)C=1C=NN2C1N=CC=C2